CCCCC(C(=O)NCCCCCC[NH3+])(C(=O)N(C1=CC=CC=C1)NC2=CC=CC=C2)O.[Cl-] The molecule is an organoammonium salt formed from equimolar amounts of N(6)-{2-[(1,2-diphenylhydrazinyl)carbonyl]-2-hydroxyhexanoyl}-6-aminohexylamine and hydrogen chloride. It is a carbohydrazide, a dicarboxylic acid diamide, an organoammonium salt and a hydrochloride.